(R)-N-(7-(4-fluorobenzoyl)-8-Methyl-3-(3-methyl-1,2,4-thiadiazol-5-yl)-5,6,7,8-tetrahydroimidazo[1,5-a]pyrazine-1-yl)acetamide FC1=CC=C(C(=O)N2[C@@H](C=3N(CC2)C(=NC3NC(C)=O)C3=NC(=NS3)C)C)C=C1